1-propenyl-3-methylimidazolium bis(trifluoromethanesulfonyl)imide salt [N-](S(=O)(=O)C(F)(F)F)S(=O)(=O)C(F)(F)F.C(=CC)N1C=[N+](C=C1)C